5-(2,6-difluorophenyl)-1-methyl-1H-pyrazole-3-carboxylic acid FC1=C(C(=CC=C1)F)C1=CC(=NN1C)C(=O)O